ClC=1C(=C(C=CC1F)[C@H](NC(=O)[C@H]1NC(NC1)=O)C=1C=NC(=C(C1)F)OC(F)F)F (S)-N-((R)-(3-chloro-2,4-difluorophenyl)(6-(difluoromethoxy)-5-fluoropyridin-3-yl)methyl)-2-oxoimidazolidine-4-carboxamide